OC=1C=C(C#N)C=CC1C1=C(N=C(N=N1)N[C@H]1CN(CCC1)C)C (R)-3-hydroxyl-4-(5-methyl-3-((1-methylpiperidin-3-yl)amino)-1,2,4-triazin-6-yl)benzonitrile